3,5-difluorobenzyl azide FC=1C=C(CN=[N+]=[N-])C=C(C1)F